4-([2,2':6',2''-terpyridin]-4'-yl)phenol N1=C(C=CC=C1)C1=NC(=CC(=C1)C1=CC=C(C=C1)O)C1=NC=CC=C1